1-((1r,4r)-4-(4-hydroxy-4,7-dihydro-3H-pyrrolo[3',2':5,6]pyrido[3,4-d][1,2,3]diazaborinin-1-yl)cyclohexyl)-N-methylmethanesulfonamide OB1NN=C(C2=C1C=NC1=C2C=CN1)C1CCC(CC1)CS(=O)(=O)NC